N1C=NC2=C1C=CC(=C2)N2C([C@@H]([C@@H]2C2=C(C=C(C=C2F)N2N=CC(=C2)C(F)(F)F)F)C2CC2)=O (3R,4R)-1-(1H-benzo[d]imidazol-5-yl)-3-cyclopropyl-4-(2,6-difluoro-4-(4-(trifluoromethyl)-1H-pyrazol-1-yl)phenyl)azetidin-2-one